3-bromo-5-fluorobenzotrifluoride BrC=1C=C(C=C(C1)F)C(F)(F)F